CC1=C(C(=CC(=C1)C(C1=CC=CC=C1)C1=CC=CC=C1)C)C1=C(C(=CC=C1)OC(C)(C)C)I 2,6-dimethyl-4-(benzhydryl)-2'-iodo-3'-tert-butylOxybiphenyl